NC=1C(=NC(=C(N1)NC)C=1C2=C(C=NC1)N(C=N2)C)C(=O)OC methyl 3-amino-5-(methylamino)-6-(3-methylimidazo[4,5-c]pyridin-7-yl)pyrazine-2-carboxylate